2-[Cis-3-(trifluoromethoxy)cyclobutoxy]-N-[3-[5-[cis-2-(trifluoromethoxymethyl)cyclopropyl]-1,3,4-oxadiazol-2-yl]-1-bicyclo[1.1.1]pentanyl]acetamide FC(O[C@H]1C[C@H](C1)OCC(=O)NC12CC(C1)(C2)C=2OC(=NN2)[C@H]2[C@H](C2)COC(F)(F)F)(F)F